BrC=1C2=C(C(NN1)=O)C(=NO2)C 7-Bromo-3-methyl-5H-isoxazolo[4,5-d]pyridazin-4-one